3-(4-(1-(difluoromethyl)-1H-pyrazol-4-yl)-5-methoxy-6-methylpyridin-2-yl)-5-(5-fluoropyridin-2-yl)-1,2,4-oxadiazole FC(N1N=CC(=C1)C1=CC(=NC(=C1OC)C)C1=NOC(=N1)C1=NC=C(C=C1)F)F